2-(methoxymethoxy)-ethyl triflate O(S(=O)(=O)C(F)(F)F)CCOCOC